1-ethynyl-3,3-difluorocyclobutane-1-amine C(#C)C1(CC(C1)(F)F)N